((di((phenylmethyl)oxy)phosphoryl)methyl)glycine C1(=CC=CC=C1)COP(=O)(OCC1=CC=CC=C1)CNCC(=O)O